3-Iodo-4-methoxy-N-(4-((4-(pyrimidin-2-yl)piperazin-1-yl)sulfonyl)phenyl)benzamide IC=1C=C(C(=O)NC2=CC=C(C=C2)S(=O)(=O)N2CCN(CC2)C2=NC=CC=N2)C=CC1OC